3-(9-((4-(aminomethyl)phenyl)carbamoyl)-4,5-dihydrobenzo[b]thieno[2,3-d]oxepin-8-yl)-6-(((1-methylcyclobutyl)methyl)carbamoyl)picolinic acid NCC1=CC=C(C=C1)NC(=O)C1=CC2=C(OCCC3=C2SC=C3)C=C1C=1C(=NC(=CC1)C(NCC1(CCC1)C)=O)C(=O)O